C(C(C)CCC[C@@H](C)[C@H]1CC[C@H]2[C@@H]3CCC4CCCC[C@]4(C)[C@H]3CC[C@]12C)(O)(O)O cholestane-triol